OC1=C(C(=CC(=C1S(=O)(=O)NC)CCCCC)O)C1CCCC(=C1)C 2,6-dihydroxy-N,5'-dimethyl-4-pentyl-1',2',3',4'-tetrahydro-[1,1'-biphenyl]-3-sulfonamide